(1H-1,2,3-triazol-4-yl)methanone diethyl-2-(6-bromo-3-fluoropyridin-2-yl)malonate C(C)OC(C(C(=O)OCC)C1=NC(=CC=C1F)Br)=O.N1N=NC(=C1)C=O